(6-{[(Z)-(1-methyl-1H-5-tetrazolyl) (phenyl)methylene]aminooxymethyl}-2-pyridyl) carbamate C(N)(OC1=NC(=CC=C1)CO\N=C(\C1=CC=CC=C1)/C1=NN=NN1C)=O